ClCCCCS(=O)(=O)NC1=CC=C(C[C@H](N)C(=O)O)C=C1 p-((4-chlorobutyl)sulfonamido)-L-phenylalanine